Cl.N[C@@H](CCCNC(N)=N)C(=O)O L-Arginin Monohydrochlorid